(biphenyl-4-yl)amino-4'-{(biphenyl-4-yl)-phenylamino}-3-phenyl-1,1'-biphenyl C1(=CC=C(C=C1)NC1=C(C=CC=C1C1=CC=CC=C1)C1=CC=C(C=C1)N(C1=CC=CC=C1)C1=CC=C(C=C1)C1=CC=CC=C1)C1=CC=CC=C1